ClC=1C=C(C=CC1)CCN1C[C@@]([C@@H](C1)COC1=CC=C(C=C1)S(=O)(=O)C)(O)C (3R,4S)-1-[2-(3-chlorophenyl)ethyl]-4-[(4-methanesulfonylphenoxy)methyl]-3-methylpyrrolidin-3-ol